FC(OC1=NC=CC(=C1)CNC(=O)NC12CCC(CC1)(CC2)C(F)(F)F)F 1-[[2-(difluoromethoxy)pyridin-4-yl]methyl]-3-[4-(trifluoromethyl)-1-bicyclo[2.2.2]octanyl]urea